C(C=C)(=O)N1CC(C1)CN1C(C=NC2=CC(=C(C=C12)Cl)Br)=O 1-((1-Acryloylazetidin-3-yl)methyl)-6-bromo-7-chloroquinoxalin-2(1H)-one